ClS(=O)(=O)C=1C=C2CC(OCC2=CC1C)C(=O)OC methyl 6-chlorosulfonyl-7-methyl-isochromane-3-carboxylate